(5-(3-Aminocyclobutoxy)pyridin-2-yl)(4-hydroxyphenyl)methanone NC1CC(C1)OC=1C=CC(=NC1)C(=O)C1=CC=C(C=C1)O